C(C(=O)C(CO)(C(C(=O)CN)(C(=O)CN)O)O)N triglycylglycerin